Cl.FC1=C2C=CN=C(C2=CC=C1)C(C)(C)N 2-(5-fluoroisoquinolin-1-yl)propan-2-amine hydrochloride